ClC=1C=CC(=C(C(=O)O)C1)CN1[C@@](C2=C(C=C(C=C2C1=O)[C@](CC)(C1CCOCC1)O)F)(OC)C1=CC=C(C=C1)Cl 5-chloro-2-([(1R)-1-(4-chlorophenyl)-7-fluoro-5-[(1S)-1-hydroxy-1-(oxan-4-yl)propyl]-1-methoxy-3-oxo-2,3-dihydro-1H-isoindol-2-yl]methyl)benzoic acid